C(C)(C)(C)OC(=O)N1S(C=C(C=C1)COS(=O)(=O)C1=CC=C(C)C=C1)(=O)=O 5-((p-toluenesulfonyloxy)methyl)-1,2-thiazine-2-carboxylic acid tert-butyl ester 1,1-dioxide